FC1=C(C=CC(=C1)F)C1=C(C=C2C(=NC(N3C2=C1SC(C3)CN(C)C)=O)N3[C@H](CNCC3)C)C(F)(F)F 10-(2,4-difluorophenyl)-2-((dimethylamino)methyl)-7-((S)-2-methylpiperazin-1-yl)-9-(trifluoromethyl)-2,3-dihydro-5H-[1,4]thiazino[2,3,4-ij]quinazolin-5-one